[Mn].N[C@H](CC1=CC=C(C=C1)O)C(=O)O D-tyrosine manganese